ammonium oxo-niobium dioxalate C(C(=O)[O-])(=O)[O-].C(C(=O)[O-])(=O)[O-].O=[Nb+3].[NH4+]